FC1=CC(=C(C(=O)NC=2SC=C(N2)C2=CC=C(C=C2)F)C=C1)NS(=O)(=O)C(CC)C 4-Fluoro-N-(4-(4-fluorophenyl)thiazol-2-yl)-2-((1-methylpropyl)sulfonamido)benzamide